OC=1C(=CC=C2C(=CC=NC12)C1N(CCOC1)C(C=C)=O)[N+](=O)[O-] 3-(8-hydroxy-7-nitroquinolin-4-yl)-N-propenoylmorpholine